(S)-(+)-1-aminoindane C1CC2=CC=CC=C2[C@H]1N